C1(=CC=CC=C1)CS(=O)(=O)OC1=C(O[C@](C1=O)([2H])C1=C(C(=CC=C1)Cl)Cl)N (R)-2-amino-5-(2,3-dichlorophenyl)-4-oxo-4,5-dihydrofuran-3-yl-5-d phenylmethanesulfonate